[N+](=O)([O-])C=1C=C(C=CC1)N=[N+]=[N-] m-nitrophenyl azide